(S)-N-((S)-(4-chlorophenyl)(4-fluoro-3-(trifluoro-methyl)phenyl)methyl)-2-oxoimidazolidine-4-carboxamide ClC1=CC=C(C=C1)[C@H](NC(=O)[C@H]1NC(NC1)=O)C1=CC(=C(C=C1)F)C(F)(F)F